CC1(OB(OC1(C)C)C=1N=C(C(=NC1)N(C(=O)OC(C)(C)C)C(=O)OC(C)(C)C)C(F)(F)F)C di-tert-butyl [5-(4,4,5,5-tetramethyl-1,3,2-dioxaborolan-2-yl)-3-(trifluoromethyl)pyrazin-2-yl]-2-imidodicarbonate